C(C)(=O)N1CCC(CC1)[C@@H]1N(C[C@H](CC1)C)C(C(=O)NC=1C=C(C(=NC1)NC(OC(C)(C)C)=O)C)=O tert-butyl N-[5-[[2-[(2R,5S)-2-(1-acetyl-4-piperidyl)-5-methyl-1-piperidyl]-2-oxo-acetyl]amino]-3-methyl-2-pyridyl]carbamate